3-methylpiperidinyllithium CC1CN(CCC1)[Li]